[O-]P([O-])(=O)OP(=O)([O-])[O-].[Zr+4] Zirconium Pyrophosphate